6-amino-2-((S)-5-amino-5,7-dihydrospiro[cyclopenta[b]pyridine-6,4'-piperidine]-1'-yl)-5-(2,3-dichlorophenyl)pyrimidine-4-carboxamide NC1=C(C(=NC(=N1)N1CCC2(CC1)[C@@H](C=1C(=NC=CC1)C2)N)C(=O)N)C2=C(C(=CC=C2)Cl)Cl